7-(3-azidopyrrolidin-1-yl)-3-[(2-chlorophenyl)methyl]-5-[difluoro(phenyl)methyl]-3H-[1,2,3]triazolo[4,5-d]pyrimidine N(=[N+]=[N-])C1CN(CC1)C=1C2=C(N=C(N1)C(C1=CC=CC=C1)(F)F)N(N=N2)CC2=C(C=CC=C2)Cl